CN(C1=C(C=C2CC(NC2=C1)=O)F)C 6-(dimethylamino)-5-fluoroindolin-2-one